(2-((2-bromo-4,5-dichlorophenoxy)methoxy)ethyl)trimethylsilane BrC1=C(OCOCC[Si](C)(C)C)C=C(C(=C1)Cl)Cl